ClC1=C(C=CC(=C1)Cl)C1CC(C(C(C1)=O)=CNCCN(C)C)=O 5-(2,4-dichlorophenyl)-2-(((2-(dimethylamino)ethyl)amino)methylene)cyclohexane-1,3-dione